C(CCC)OP(=O)(OCCCC)OC1(CC2C(NC(O2)=O)C(O1)[C@@H]([C@@H](COC(C)=O)OC(C)=O)OC(C)=O)C(=O)OC methyl 6-(dibutoxyphosphoryloxy)-2-oxo-4-((1S,2R)-1,2,3-triacetoxypropyl)-hexahydro-2H-pyrano[3,4-d]oxazole-6-carboxylate